OCCS(=O)(=O)NC1=CC(=C(C=C1)[N+](=O)[O-])N1CCC2(CC2)CC1 2-hydroxy-N-(4-nitro-3-(6-azaspiro[2.5]octane-6-yl)phenyl)ethane-1-sulfonamide